(1S,2S)-N-(3-(2-(cyclopropylmethoxy)pyridin-3-yl)-1H-pyrrolo[2,3-b]pyridin-6-yl)-2-fluorocyclopropane-1-carboxamide C1(CC1)COC1=NC=CC=C1C1=CNC2=NC(=CC=C21)NC(=O)[C@H]2[C@H](C2)F